C(C)(C)(C)OC(=O)N(C=1C(=CC2=C(OCC[C@H]3N(C2)CCN(C3)C(=O)OC(C)(C)C)C1)[N+](=O)[O-])C(C(=O)OC)C tert-butyl (4aR)-9-((tert-butoxycarbonyl)(1-methoxy-1-oxopropan-2-yl)amino)-10-nitro-1,2,4,4a,5,6-hexahydro-3H,12H-benzo[b]pyrazino[1,2-e][1,5]oxazocine-3-carboxylate